tert-butyl (2S)-4-(7-(8-chloro-3-(methoxymethoxy)naphth-1-yl)-6,8-difluoro-2-((tetrahydro-1H-pyrrolizin-7a(5H)-yl)methoxy)quinazolin-4-yl)-2-(cyanomethyl)piperazine-1-carboxylate ClC=1C=CC=C2C=C(C=C(C12)C1=C(C=C2C(=NC(=NC2=C1F)OCC12CCCN2CCC1)N1C[C@@H](N(CC1)C(=O)OC(C)(C)C)CC#N)F)OCOC